COC=1C=C2C(=CNC2=CC1)C1CCN(CC1)CCC1=C(C=C(C=C1)OC)C1=CNC=C1 5-methoxy-3-(1-(4-methoxy-2-(1H-pyrrol-3-yl)phenethyl)piperidin-4-yl)-1H-indole